2-hydroxymethylpyridine OCC1=NC=CC=C1